bis(aziridin-1-yl)phosphinic acid (S)-4-(4-fluoro-3-(1H-pyrazol-1-yl) phenoxy)-5-nitro-2,3-dihydro-1H-inden-1-yl ester FC1=C(C=C(OC2=C3CC[C@@H](C3=CC=C2[N+](=O)[O-])OP(=O)(N2CC2)N2CC2)C=C1)N1N=CC=C1